4-((1,2,3,4-tetrahydro-9H-carbazol-9-yl)methyl)benzo[d][1,3]dioxole-5-carboxylic acid C1CCCC=2C3=CC=CC=C3N(C12)CC1=C(C=CC=2OCOC21)C(=O)O